3-(2-formyl-4-methyl-1-(oxetan-2-ylmethyl)-1H-imidazol-5-yl)acrylic acid ethyl ester C(C)OC(C=CC1=C(N=C(N1CC1OCC1)C=O)C)=O